(6-Chloro-2,3-dihydro-1,4-benzodioxin-3-yl)-[6-(3-chloro-1H-pyrazol-4-yl)-1-[2-(dimethylamino)ethyl]indol-3-yl]methanone ClC1=CC2=C(OCC(O2)C(=O)C2=CN(C3=CC(=CC=C23)C=2C(=NNC2)Cl)CCN(C)C)C=C1